4-Amino-1-(imidazo[3,2-a]pyridin-5-yl)-2-oxo-7-(trifluoromethyl)-1,2-dihydroquinoline-3-carboxylic acid methyl ester COC(=O)C=1C(N(C2=CC(=CC=C2C1N)C(F)(F)F)C1=CC=CC=2N1C=CN2)=O